4-chloro-7-(2-cyclohexylethoxy)-5-fluoro-1-isopropyl-1H-indole ClC1=C2C=CN(C2=C(C=C1F)OCCC1CCCCC1)C(C)C